2-aminobenzene-1,3-dinitrile NC1=C(C=CC=C1C#N)C#N